COC=1C=C2C(=CC=NC2=CC1OC)N1CCC(CC1)CCP(O)(O)=O (2-(1-(6,7-dimethoxyquinolin-4-yl)piperidin-4-yl)ethyl)phosphonic Acid